5-(3-chloro-4-(pyridin-2-ylmethoxy)phenyl)-7-(piperidin-3-yl)pyrrolo[2,1-f][1,2,4]triazin-4-amine ClC=1C=C(C=CC1OCC1=NC=CC=C1)C=1C=C(N2N=CN=C(C21)N)C2CNCCC2